(9Z,9'Z,12Z,12'Z)-3-(dimethylamino)propane-1,2-diylbis(octadeca-9,12-dienoate) CN(CC(CCCCCC\C=C/C\C=C/CCCCCCCC(=O)[O-])CCCCC\C=C/C\C=C/CCCCCCCC(=O)[O-])C